heptacosyl-sodium C(CCCCCCCCCCCCCCCCCCCCCCCCCC)[Na]